N[C@H](C(=O)N)CCCCN L-2,6-diaminohexanamide